2-((S)-1-[1,4]dioxan-2-ylmethoxy)-10-methoxy-1-methyl-9-[6-(2,2,2-trifluoro-ethoxy)-pyridin-3-yl]-6,7-dihydro-pyrido[2,1-a]isoquinolin-4-one O1[C@@H](COCC1)COC=1C(=C2N(CCC3=CC(=C(C=C23)OC)C=2C=NC(=CC2)OCC(F)(F)F)C(C1)=O)C